[SiH3]C1=CC=C(C=C1)CO 4-silylbenzenemethanol